N-(2-(4-(4-chloro-1-(4-hydroxyphenyl)-2-phenylbut-1-en-1-yl)phenoxy)ethyl)-2-((2-(2,6-dioxopiperidin-3-yl)-1-oxoisoindolin-4-yl)thio)acetamide ClCCC(=C(C1=CC=C(C=C1)O)C1=CC=C(OCCNC(CSC2=C3CN(C(C3=CC=C2)=O)C2C(NC(CC2)=O)=O)=O)C=C1)C1=CC=CC=C1